C1(=CC=CC=C1)C#CC(CCC(=O)C=1C=C(C=CC1)C)CC(F)(F)F 6-phenyl-1-(m-tolyl)-4-(2,2,2-trifluoroethyl)hex-5-yn-1-one